BrC=1C=C2\C(\CC3(CCN(CC3)C(=O)OC(C)(C)C)C2=CC1)=N/O tert-butyl (Z)-5-bromo-3-(hydroximino)-2,3-dihydrospiro[indene-1,4'-piperidine]-1'-carboxylate